1-(4-(1-(2-(difluoromethyl)-6-methylphenyl)azetidin-3-yl)-2,6-dimethyl-benzyl)piperidine-4-carboxylic acid FC(C1=C(C(=CC=C1)C)N1CC(C1)C1=CC(=C(CN2CCC(CC2)C(=O)O)C(=C1)C)C)F